C(C)(CC)C1C(CCCC1)=NO 2-(sec-butyl)cyclohexan-1-one oxime